CC1(C(C1C(=O)OCC2=CC(=CC=C2)OC3=CC=CC=C3)C=C(Cl)Cl)C The molecule is a cyclopropanecarboxylate ester in which the esterifying alcohol is 3-phenoxybenzyl alcohol and the cyclopropane ring is substituted with a 2,2-dichlorovinyl group and with gem-dimethyl groups. It has a role as a pyrethroid ester insecticide, a pyrethroid ester acaricide, an agrochemical, an ectoparasiticide and a scabicide. It is a member of cyclopropanes and a cyclopropanecarboxylate ester. It derives from a 3-(2,2-dichlorovinyl)-2,2-dimethylcyclopropanecarboxylic acid.